[SiH3]O[SiH2]O[SiH2]O[SiH3] Tetrasiloxan